(2-chloroacetyl)-[[2-[[(E)-3-(4-chloro-2-fluoro-phenyl)prop-2-enoyl]amino]-3-cyclohexyl-propionyl]amino]propionamide ClCC(=O)C(C(=O)N)(C)NC(C(CC1CCCCC1)NC(\C=C\C1=C(C=C(C=C1)Cl)F)=O)=O